ClC1=C2C=C(C=NC2=NC(=C1)C1=CC2=CN(N=C2C(=C1)F)C)N1C[C@H]2N(CCC[C@H]2C1)C(=O)OC(C)(C)C tert-butyl (4aS,7aS)-6-(5-chloro-7-(7-fluoro-2-methyl-2H-indazol-5-yl)-1,8-naphthyridin-3-yl)octahydro-1H-pyrrolo[3,4-b]pyridine-1-carboxylate